FCCCOC[C@@H]1[C@@H](C1)COC1=C(N=CC(=N1)C(=O)N[C@H](CO)C(C)C)N1CC(C1)OC 6-({(1r,2S)-2-[(3-fluoropropoxy)methyl]cyclopropyl}methoxy)-N-[(2S)-1-hydroxy-3-methylbutan-2-yl]-5-(3-methoxyazetidin-1-yl)pyrazine-2-carboxamide